(2R,3R,4R,5R)-5-(4-chloro-5-fluoro-7H-pyrrolo[2,3-d]pyrimidin-7-yl)-4-fluoro-2-(hydroxymethyl)tetrahydrofuran-3-ol ClC=1C2=C(N=CN1)N(C=C2F)[C@H]2[C@@H]([C@@H]([C@H](O2)CO)O)F